ClC1=NC(=CC(=C1)C=1C=2N(C(=NC1C1=CC=CC=C1)N)C=NN2)C 8-(2-chloro-6-methylpyridin-4-yl)-7-phenyl-[1,2,4]triazolo[4,3-c]pyrimidin-5-amine